[Ir+3].N1=C(C=CC=C1)C1=NN=NN1 (5-(pyridin-2-yl)-1H-tetrazole) iridium (III)